N-(4-(((2-((4-((2S,6R)-2,6-dimethylmorpholino)phenyl)amino)pyrimidin-4-yl)oxy)methyl)-4-methylcyclohexyl)acetamide C[C@@H]1O[C@@H](CN(C1)C1=CC=C(C=C1)NC1=NC=CC(=N1)OCC1(CCC(CC1)NC(C)=O)C)C